COC1=CC=C(C=C1)C1=CC=C(C2=NSN=C21)C=2C=C1N=C(C=NC1=CC2)C 4-(4-methoxyphenyl)-7-(3-methylquinoxaline-6-yl)benzo[c][1,2,5]thiadiazole